3-[2-Amino-5-(2-isopropyl-4,5-dimethoxy-benzyl)-pyrimidin-4-ylamino]-propane-1,2-diol NC1=NC=C(C(=N1)NCC(CO)O)CC1=C(C=C(C(=C1)OC)OC)C(C)C